FC1=CC=CC2=CC=CC=C12 4-Fluoro-naphthalene